C(C)(C)(C)OC(NC=1C(=NC=NC1C1CC(C(CC1)=O)C)C1=C(C=CC(=C1)F)F)=O (4-(2,5-difluorophenyl)-6-(3-methyl-4-oxocyclohexyl)pyrimidin-5-yl)carbamic acid tert-butyl ester